BrC1=C(C(=O)OC)C=C(C(=C1)C(F)(F)F)F methyl 2-bromo-5-fluoro-4-(trifluoromethyl)benzoate